ClC=1C=C(N)C=C(C1C(F)(F)F)C1=C(C=2N=C(N=C(C2C=N1)N1[C@@H](COCC1)C)OC[C@]12CCCN2C[C@@H](C1)F)F 3-chloro-5-(8-fluoro-2-(((2R,7aS)-2-fluorotetrahydro-1H-pyrrolizin-7a(5H)-yl)methoxy)-4-((R)-3-methylmorpholino)pyrido[4,3-d]pyrimidin-7-yl)-4-(trifluoromethyl)aniline